N,N-Diglycidyl-para-glycidyloxyanilin C(C1CO1)N(C1=CC=C(C=C1)OCC1CO1)CC1CO1